Cl.N1CC(C1)NC(OC(C)(C)C)=O tert-butyl azetidin-3-ylcarbamate hydrochloride